NC=1C=C(C(=O)O)C=CC1C=C 3-amino-4-vinyl-benzoic acid